FC(C1=NC=C(C(=O)N)C=C1S(=O)(=O)C)F 6-(difluoromethyl)-5-(methylsulfonyl)nicotinamide